ethyl 3-[1-(4-hydroxybutyl)-4-methyl-1H-benzotriazol-5-yl]-3-{3-[(1R)-1-(6-hydroxy-8-methoxy-2,2-dioxo-2H-1,2λ6,3-benzoxathiazin-3(4H)-yl)ethyl]-4-methylphenyl}propanoate OCCCCN1N=NC2=C1C=CC(=C2C)C(CC(=O)OCC)C2=CC(=C(C=C2)C)[C@@H](C)N2S(OC1=C(C2)C=C(C=C1OC)O)(=O)=O